6-methoxy-3,3-dimethyl-1,2,3,4-tetrahydroisoquinoline COC=1C=C2CC(NCC2=CC1)(C)C